[C@H]1(CC[C@]12OCCCC2)N2N=CC(=C2)C=2C(=C(C=CC2)NC2=C(N=NC(=C2)NC(=O)C2CC2)C(=O)N)OC 4-((3-(1-((1R,4S)-5-oxaspiro[3.5]nonan-1-yl)-1H-pyrazol-4-yl)-2-methoxyphenyl)amino)-6-(cyclopropanecarboxamido)pyridazine-3-carboxamide